N(=C=O)CC1=C(C=C(C=C1)OC)OC 1-(isocyanatomethyl)-2,4-dimethoxybenzene